[4-(tert-butoxycarbonyl)piperazin-1-yl]-2-methylindazole-7-carboxylic acid C(C)(C)(C)OC(=O)N1CCN(CC1)C=1N(N=C2C(=CC=CC12)C(=O)O)C